4,4'-Bis-(N,N'-dimethylamino)-benzophenon CN(C)C1=CC=C(C(=O)C2=CC=C(C=C2)N(C)C)C=C1